COCC1=C(C=CC(=N1)C(C)=O)C 1-(6-(methoxymethyl)-5-methylpyridin-2-yl)ethan-1-one